3-chloro-9-fluoropyrazolo[1,5-a]quinoxalin-4(5H)-one ClC=1C=NN2C1C(NC1=CC=CC(=C21)F)=O